(S)-quinuclidin-3-yl (7-(2-isopropoxyphenyl)-1,2,3,4-tetrahydronaphthalen-1-yl)carbamate C(C)(C)OC1=C(C=CC=C1)C1=CC=C2CCCC(C2=C1)NC(O[C@@H]1CN2CCC1CC2)=O